FC(OC=1C=C(C=CC1)C1=CC(=CS1)C(=O)NC1=NC(=NS1)CN1CCN(CC1)C)(F)F 5-(3-(trifluoromethoxy)phenyl)-N-(3-((4-methylpiperazin-1-yl)methyl)-1,2,4-thiadiazol-5-yl)thiophene-3-carboxamide